4-[(3-carboxypropyl)dithio]pentanoic acid C(=O)(O)CCCSSC(CCC(=O)O)C